COC1=C(C=CC=2OC3=CC(=CC(=C3C(C12)=O)O[C@H]1[C@H](O)[C@@H](O)[C@H](O)[C@H](O1)CO[C@H]1[C@H](O)[C@@H](O)[C@H](O)CO1)OC)OC 1,2,6-trimethoxy-8-[(6-O-beta-D-xylopyranosyl-beta-D-glucopyranosyl)oxy]-9H-xanthen-9-one